4-(5-Methoxypyridin-2-yl)-1,5-dimethyl-1H-pyrazole-3-carboxylic acid COC=1C=CC(=NC1)C=1C(=NN(C1C)C)C(=O)O